C(C1=CC=CC=C1)OC=1C=C(C(=CC1)NC1CC(C1)(F)F)N 4-(benzyloxy)-N1-(3,3-difluorocyclobutyl)benzene-1,2-diamine